C1(=CC=C(C=C1)C[C@H](C[C@H](C(=O)OCC)C)NC(CCC(=O)N[C@@H](CCCCN)C(=O)O)=O)C1=CC=CC=C1 (4-(((2S,4R)-1-([1,1'-biphenyl]-4-yl)-5-ethoxy-4-methyl-5-oxopentan-2-yl)amino)-4-oxobutanoyl)-L-lysine